tert-butyl 2-[3-pyrimidin-5-yl-1-(2-trimethylsilylethoxymethyl)pyrrolo[2,3-b]pyridin-4-yl]-1,3,3a,4,6,6a-hexahydropyrrolo[3,4-c]pyrrole-5-carboxylate N1=CN=CC(=C1)C1=CN(C2=NC=CC(=C21)N2CC1CN(CC1C2)C(=O)OC(C)(C)C)COCC[Si](C)(C)C